CN1CCN(CC1)C1C=2C=CC(=CC2CCC1)C(=O)O 5-(4-methylpiperazin-1-yl)-5,6,7,8-tetrahydronaphthalene-2-carboxylic acid